C(C1=CC=CC=C1)C=1C=C(C=CC1)C=1C2(C3=CC=CC=C3C1)CCC(CC2)(C(=O)O)NC2=CC(=CC=C2)Cl (1s,4s)-2'-(3-benzyl-phenyl)-4-(3-chloroanilino)spiro[cyclohexane-1,1'-indene]-4-carboxylic acid